6-(5-methyl-1H-pyrazol-4-yl)thieno[3,2-d]pyrimidin-4(3H)-one hydrochloride Cl.CC1=C(C=NN1)C1=CC=2N=CNC(C2S1)=O